4-[3-(4-methoxyphenyl)-1,2,4-triazol-3-yl]-2-methyl-2-butylaminoethanol COC1=CC=C(C=C1)C1(N=NC=N1)CCCCNC(CO)C